N1(CCNCC1)C=1C=CC=2N(C(C=C(N2)C=2C=CC=3N(C2)C=C(N3)C(F)(F)F)=O)C1 7-(piperazin-1-yl)-2-[2-(trifluoromethyl)imidazo[1,2-a]pyridin-6-yl]-4H-pyrido[1,2-a]pyrimidin-4-one